S1C(=NCC1)NC12C(OC3=C1C=CC(=C3)C(C)C)(C3=CC=CC=C3C2=O)O 9b-((4,5-dihydrothiazol-2-yl)amino)-4b-hydroxy-7-isopropyl-4b,9b-dihydro-10H-indeno-[1,2-b]benzofuran-10-one